BrC=1C=NC(=NC1)C1(CC(C1)(C)O[Si](C)(C)C(C)(C)C)N[S@@](=O)C(C)(C)C (cis)-((S)-N-((1S,3R)-1-(5-bromopyrimidin-2-yl)-3-((tert-butyldimethylsilyl)oxy)-3-methylcyclobutyl)-2-methylpropan-2-sulfinamide)